1,1-bis(4-hydroxyphenyl)-4-t-butylcyclohexane OC1=CC=C(C=C1)C1(CCC(CC1)C(C)(C)C)C1=CC=C(C=C1)O